C1[C@H]([C@@H](C([C@@H]([C@H]1[NH3+])O[C@@H]2[C@@H]([C@H]([C@@H]([C@H](O2)CO)O)O)O)O)O[C@@H]3[C@@H]([C@H]([C@@H]([C@H](O3)CO)O)O)O)[NH3+] The molecule is an organic cation obtained by protonation of the primary amino groups of 3''-deamino-3''-hydroxykanamycin X. It is an ammonium ion derivative and an organic cation. It is a conjugate base of a 3''-deamino-3''-hydroxykanamycin X.